(1R)-1-{[(tert-butoxy)carbonyl]amino}-3-oxo-8-azaspiro[4.5]decane-8-carboxylic acid tert-butyl ester C(C)(C)(C)OC(=O)N1CCC2(CC(C[C@H]2NC(=O)OC(C)(C)C)=O)CC1